6-{6-azaspiro[2.5]oct-6-yl}-4-bromo-2-methylamino-3-nitrobenzoic acid methyl ester COC(C1=C(C(=C(C=C1N1CCC2(CC2)CC1)Br)[N+](=O)[O-])NC)=O